C(C1=CC=CC=C1)OC1=CC(=C(C=C1)NC=1C=C(C(=O)N)C=C(C1)OCCCC1CCCCC1)C1CC1 3-{[4-(Benzyloxy)-2-cyclopropylphenyl]amino}-5-(3-cyclohexylpropoxy)benzamide